bis-(2-hydroxyethyl)-5,5-dimethylhydantoin OCCN1C(N(C(C1=O)(C)C)CCO)=O